1-(2-amino-4-cyanophenyl)piperidine-4-carbonitrile NC1=C(C=CC(=C1)C#N)N1CCC(CC1)C#N